NC1=NC(=C(C=2N1N=C(N2)OCC2=NC=CC=C2F)C2=CC(=NC(=C2)C)C)C2=C(C#N)C=CC=C2 (5-amino-8-(2,6-dimethylpyridin-4-yl)-2-((3-fluoropyridin-2-yl)methoxy)-[1,2,4]triazolo[1,5-c]pyrimidin-7-yl)benzonitrile